8-methyltetracyclododecene CC1CC2CC1C3C2C4CC3C=C4